tert-Butyl 4-(imidazo[1,2-a]pyrimidin-3-yl)-1H-pyrrolo[2,3-b]pyridine-1-carboxylate N=1C=C(N2C1N=CC=C2)C2=C1C(=NC=C2)N(C=C1)C(=O)OC(C)(C)C